C(C)N(C(C1=C(C=CC(=C1)F)OC1=C(N=CN=N1)N1CC2(CN(C2)C(C(C)C)CC(CN(C)CCOC)(C)O)CC1)=O)C(C)C N-ethyl-5-fluoro-2-((5-(2-(5-hydroxy-6-((2-methoxyethyl)(methyl)amino)-2,5-dimethylhex-3-yl)-2,6-diazaspiro[3.4]oct-6-yl)-1,2,4-triazin-6-yl)oxy)-N-isopropylbenzamide